(3S,4S)-4-((3-ethyl-4-methylbenzyl)oxy)pyrrolidin C(C)C=1C=C(CO[C@H]2CCNC2)C=CC1C